N-(4-((3,4-Dihydro-2H-pyrimido[1,2-c]quinazolin-10-yl)oxy)-3-nitropyridin-2-yl)propane-1-sulfonamide N=1CCCN2C=NC=3C=CC(=CC3C21)OC2=C(C(=NC=C2)NS(=O)(=O)CCC)[N+](=O)[O-]